4-((S)-hydroxy((1S,2R,4S,5R)-5-vinylquinuclidin-2-yl)methyl)quinolin-6-ol C=C[C@H]1CN2CC[C@H]1C[C@@H]2[C@H](C3=C4C=C(C=CC4=NC=C3)O)O